(R)-N-((3-Cyclobutoxythiophen-2-yl)methyl)-2-(9-(pyridin-2-yl)-6-oxaspiro[4.5]decan-9-yl)ethanamine hydrochloride Cl.C1(CCC1)OC1=C(SC=C1)CNCC[C@]1(CCOC2(CCCC2)C1)C1=NC=CC=C1